Cl.N1=C(C=CC=C1)SSCCCN 3-(2-Pyridyldithio)propylamine hydrochloride